(+/-)-5-{4-[4-{[4-(hydroxymethyl)-4,5-dihydro-1,3-oxazol-2-yl]amino}-2-(trifluoromethyl)phenoxy]-1H-pyrrolo[2,3-b]pyridin-3-yl}-2-[(propan-2-yl)oxy]benzonitrile OC[C@H]1N=C(OC1)NC1=CC(=C(OC2=C3C(=NC=C2)NC=C3C=3C=CC(=C(C#N)C3)OC(C)C)C=C1)C(F)(F)F |r|